N1(CCC1)CC1=CC(=C2CN(C(C2=C1)=O)C1=CC(=CC=C1)C1(CC(C1)(F)F)[C@H](C1=NN=CN1C)F)C(F)(F)F (R)-6-(azetidin-1-ylmethyl)-2-(3-(3,3-difluoro-1-(fluoro(4-methyl-4H-1,2,4-triazol-3-yl)methyl)cyclobutyl)phenyl)-4-(trifluoromethyl)isoindolin-1-one